3-[2-(dimethylamino)ethyl]-4-oxofuro[2,3-g]quinazoline-7-carbonitrile CN(CCN1C=NC2=CC3=C(C=C2C1=O)OC(=C3)C#N)C